FC1=C(C=CC(=C1)N1N=C(C=C1)[N+](=O)[O-])C(C(=O)N)(C)C 2-[2-fluoro-4-(3-nitropyrazol-1-yl)phenyl]-2-methyl-propanamide